(2S)-1-[4-[(R)-amino(4,5-dichloro-2-hydroxyphenyl)methyl]piperidin-1-yl]-3-hydroxy-2-methoxypropan-1-one N[C@H](C1CCN(CC1)C([C@H](CO)OC)=O)C1=C(C=C(C(=C1)Cl)Cl)O